CCCCCCCC(=O)OC[C@H](COP(=O)(O)O[C@@H]1[C@@H]([C@@H]([C@H]([C@@H]([C@H]1O)OP(=O)(O)O)OP(=O)(O)O)O)O)OC(=O)CCCCCCC The molecule is a 1-phosphatidyl-1D-myo-inositol 4,5-bisphosphate in which the phosphatidyl acyl groups at positions 1 and 2 are both specified as octanoyl. It is a 1-phosphatidyl-1D-myo-inositol 4,5-bisphosphate and an octanoate ester. It is a conjugate acid of a 1,2-dioctanoyl-sn-glycero-3-phospho-(1D-myo-inositol-4,5-bisphosphate)(5-).